ClC1=C(C(=CC=C1)C1CC1)NC(=O)N1CCC(CC1)(C)C1=NOC(=N1)[C@H]1[C@H](C1)F N-(2-chloro-6-cyclopropylphenyl)-4-{5-[(1S,2S)-2-fluorocyclopropyl]-1,2,4-oxadiazol-3-yl}-4-methylpiperidine-1-carboxamide